tert-butyl (S)-(4-(3-chloro-4-(3-((5-fluoro-3-formyl-2-methoxyphenyl)amino)-2-methylphenyl)pyridin-2-yl)-2-methoxybenzyl)((5-oxopyrrolidin-2-yl)methyl)carbamate ClC=1C(=NC=CC1C1=C(C(=CC=C1)NC1=C(C(=CC(=C1)F)C=O)OC)C)C1=CC(=C(CN(C(OC(C)(C)C)=O)C[C@H]2NC(CC2)=O)C=C1)OC